C(C)(C)(C)OC(=O)N[C@H](C)C=1C(=C(C=CC1)C=1C=C(C2=C(C(=CO2)COC2=C(C=CC=C2)CC(=O)OCC)C1)C=C1CCOCC1)F (R)-ethyl 2-(2-((5-(3-(1-((tert-butoxycarbonyl)amino)ethyl)-2-fluorophenyl)-7-((dihydro-2H-pyran-4(3H)-ylidene)methyl)benzofuran-3-yl)methoxy)phenyl)acetate